8-methyl-7-phenyl-6-(3-phenylpyrido[3,4-b]pyrazin-2-yl)pyrido[2,3-b]pyrazine CC1=C(C(=NC2=NC=CN=C21)C=2N=C1C(=NC2C2=CC=CC=C2)C=NC=C1)C1=CC=CC=C1